ClC1=C(CNC(C)C)C=CC=C1 N-(2-chlorobenzyl)-2-propylamine